OC=1[C@H](OC(C1O)=O)[C@H](CO)O.[Na] sodium vitamin C salt